ClC=1C=CC2=C(N=C(O2)C2CC3(CC(C3)NC(=O)N3CCC4(COC4)C3)C2)C1 N-[6-(5-chloro-1,3-benzoxazol-2-yl)spiro[3.3]heptan-2-yl]-2-oxa-7-azaspiro[3.4]octane-7-carboxamide